FC1=CC2=C(N=C(O2)C2=CC=C(C=C2)NC(=O)C2(OCCC2)C)C=C1 N-[4-(6-Fluoro-1,3-benzoxazol-2-yl)phenyl]-2-methyltetrahydrofuran-2-carboxamid